uric acid-1,3-15N2 [15NH]1C(=O)[15NH]C=2NC(=O)NC2C1=O